Tri-tert-butyl (5S,8S,22S,26S)-1-amino-5,8-dibenzyl-4,7,10,19,24-pentaoxo-3,6,9,18,23,25-hexaazaoctacosane-22,26,28-tricarboxylate NCCNC([C@@H](NC([C@@H](NC(CCCCCCCNC(CC[C@H](NC(N[C@@H](CCC(=O)OC(C)(C)C)C(=O)OC(C)(C)C)=O)C(=O)OC(C)(C)C)=O)=O)CC1=CC=CC=C1)=O)CC1=CC=CC=C1)=O